ClC=1C=CC=2N(C1)C=C(N2)C(=O)N(CC)C2COCC=1NC(C=3C=C(C=CC3C12)F)=O 6-chloro-N-(8-fluoro-6-oxo-1,4,5,6-tetrahydro-2H-pyrano[3,4-c]isoquinolin-1-yl)-N-ethylimidazo[1,2-a]pyridine-2-carboxamide